[(3-fluoro-2-methoxyphenyl)amino]-2-(3-{2-[(2R)-2-methyl-1-(prop-2-enoyl)pyrrolidin-2-yl]ethynyl}pyridin-4-yl)-1H,5H,6H,7H-pyrrolo[3,2-c]pyridin-4-one FC=1C(=C(C=CC1)NN1C(=CC=2C(NCCC21)=O)C2=C(C=NC=C2)C#C[C@@]2(N(CCC2)C(C=C)=O)C)OC